4-(((2-chloro-3-(1,3-dioxolan-2-yl)pyridin-4-yl)amino)methyl)benzenesulfonamide ClC1=NC=CC(=C1C1OCCO1)NCC1=CC=C(C=C1)S(=O)(=O)N